FC(C(N)C1=C(C=CC=C1)C)(F)F 2,2,2-trifluoro-1-(o-tolyl)ethan-1-amine